tert-butyl 7-(dimethoxymethyl)-4-(N-methyl-N-(tetrahydrofuran-3-yl) amino)-3,4-dihydro-2,4-methylene-1,8-naphthyridine-1(2H)-carboxylate COC(C1=CC=C2C3(CC(N(C2=N1)C(=O)OC(C)(C)C)C3)N(C3COCC3)C)OC